[4-Fluoro-3-(7-morpholin-4-yl-quinazolin-4-yl)-phenyl]pyrrolo[2,1-f]-[1,2,4]triazin-4-yl-methanol FC1=C(C=C(C=C1)C(O)C1=NC=NN2C1=CC=C2)C2=NC=NC1=CC(=CC=C21)N2CCOCC2